FC=1C(=CC=C2C(CCOC12)=O)OC(F)(F)F 8-fluoro-7-(trifluoromethoxy)chroman-4-one